4-(2-(tetrahydro-2H-pyran-4-yl)phenyl)piperidine-1-carboxylic acid tert-butyl ester C(C)(C)(C)OC(=O)N1CCC(CC1)C1=C(C=CC=C1)C1CCOCC1